methyl 4-(benzyloxy)-1-(3-(ethoxycarbonyl)thioureido)-7-phenoxyisoquinoline-3-carboxylate C(C1=CC=CC=C1)OC1=C(N=C(C2=CC(=CC=C12)OC1=CC=CC=C1)NC(=S)NC(=O)OCC)C(=O)OC